N-((Z)-3-((E)-4-aminobut-2-en-1-yl)-6-carbamoyl-4-methoxybenzo[d]thiazol-2(3H)-ylidene)-4-ethyl-2-methyloxazole-5-carboxamide hydrochloride Cl.NC/C=C/CN1/C(/SC2=C1C(=CC(=C2)C(N)=O)OC)=N/C(=O)C2=C(N=C(O2)C)CC